CC(CCCCCCCC)C(=O)[O-] decan-2-carboxylat